C(CCC)NC=1C2=C(N=C(N1)N)C=NN2CC2=C(C=CC(=C2)COC)OC N7-butyl-1-{[2-methoxy-5-(methoxymethyl)phenyl]-methyl}-1H-pyrazolo[4,3-d]pyrimidine-5,7-diamine